S[Si](O)(O)O Mercaptosilantriol